benzyl ((3-fluorotetrahydro-2H-pyran-3-yl)methyl)carbamate FC1(COCCC1)CNC(OCC1=CC=CC=C1)=O